N-[(S)-[7-[(R)-Cyclopropyl-(4,4,4-trifluorobutanoylamino)methyl]imidazo[1,2-b]pyridazin-2-yl]-(4,4-difluorocyclohexyl)methyl]-3-(3-methyloxetan-3-yl)isoxazole-4-carboxamide C1(CC1)[C@H](C1=CC=2N(N=C1)C=C(N2)[C@@H](NC(=O)C=2C(=NOC2)C2(COC2)C)C2CCC(CC2)(F)F)NC(CCC(F)(F)F)=O